OCCN(CCCCCO)C(C)CC 5-[(2-hydroxyethyl)(butan-2-yl)amino]pentan-1-ol